NC=1C2=C(N=C(N1)N1CCC3(CC1)[C@@H](C1=CC=CC=C1C3)N)C(N(C2)CC2=C(C(=CC=C2)Cl)Cl)=O (S)-4-amino-2-(1-amino-1,3-dihydrospiro[indene-2,4'-piperidin]-1'-yl)-6-(2,3-dichlorobenzyl)-5,6-dihydro-7H-pyrrolo[3,4-d]pyrimidin-7-one